[N+](=O)([O-])C1=CN=C(C=C1C(=O)O)C1=CN=CS1 5-nitro-2-(thiazole-5-yl)isonicotinic acid